iron (3+) nitrate [N+](=O)([O-])[O-].[Fe+3].[N+](=O)([O-])[O-].[N+](=O)([O-])[O-]